6-(2,4-dichlorophenyl)-N-(2-methoxy-6-(piperazin-1-yl)pyridin-3-yl)-8,9-dihydroimidazo[1',2':1,6]pyrido[2,3-d]pyrimidin-2-amine ClC1=C(C=CC(=C1)Cl)C1=CC2=C(N=C(N=C2)NC=2C(=NC(=CC2)N2CCNCC2)OC)N2C1=NCC2